C(C)(C)(C)OC(NC1(CCN(CC1)C1=NC(=CC(=N1)N)C(N)=O)C)=O [1-(4-amino-6-carbamoyl-pyrimidin-2-yl)-4-methylpiperidin-4-yl]carbamic acid tert-butyl ester